C(C)OCCOCCOC=1C(=NC=CC1C)C1=CC=C(C(=N1)N1C(C[C@@H](C1)C)(C)C)C(=O)N 6-[2-(2-ethoxyethoxy)ethoxyl-4-methyl-2-pyridyl]-2-[(4S)-2,2,4-trimethylpyrrolidin-1-yl]pyridine-3-carboxamide